O\N=C(\C1=CC=C(C=C1)O)/N (Z)-N',4-dihydroxybenzimidamide